benzyl (2S,3R)-3-(2-{2-[(tert-butoxycarbonyl)amino]-1,3-thiazol-5-yl}ethyl)-1-[(diphenylmethyl)carbamoyl]-4-oxoazetidine-2-carboxylate C(C)(C)(C)OC(=O)NC=1SC(=CN1)CC[C@@H]1[C@H](N(C1=O)C(NC(C1=CC=CC=C1)C1=CC=CC=C1)=O)C(=O)OCC1=CC=CC=C1